C(CC)C=1C=C(C=CC1)C=1C2=CC=CC=C2N=C2C=CC=CC12 9-(m-n-propylphenyl)acridine